Benzyl (cis-3-(methyl(7-tosyl-7H-pyrrolo[2,3-d]pyrimidin-4-yl)amino)cyclobutyl)carbamate CN([C@H]1C[C@H](C1)NC(OCC1=CC=CC=C1)=O)C=1C2=C(N=CN1)N(C=C2)S(=O)(=O)C2=CC=C(C)C=C2